1-(2-chlorophenyl)-4-((2-methoxyethyl)-amino)-7-(trifluoromethoxy)quinazolin-2(1H)-one ClC1=C(C=CC=C1)N1C(N=C(C2=CC=C(C=C12)OC(F)(F)F)NCCOC)=O